F[C@@]1([C@H]([C@@H](O[C@@]1(CO)C=C)N1C(=O)N=C(N)C=C1)O)O 3'-fluoro-4'-vinylcytidine